6''-bromo-2'',2''-difluoro-2''H-dispiro[imidazolidine-4,1'-cyclohexane-4',5''-indeno[5,6-d][1,3]dioxole]-2,5-dione BrC=1C2(C3=CC4=C(OC(O4)(F)F)C=C3C1)CCC1(CC2)NC(NC1=O)=O